C[C@H]1CC[C@@H](NC1)C1=CC(=CC=C1)OC[C@H]1CN(CC1)C (2R,5S)-5-methyl-2-[3-[[(3R)-1-methylpyrrolidin-3-yl]methoxy]phenyl]piperidine